CC1CCC(CN1C(=O)N)C1=CC=NN1 6-methyl-3-(1H-pyrazol-5-yl)piperidine-1-carboxamide